diphosphocyclononane-6-ene P(=O)(O)(OP(=O)(O)O)C1CCCCC=CCC1